4-(3,4-dihydroisoquinolin-1-yl)-2-methylidenepentanoic acid tert-butyl ester C(C)(C)(C)OC(C(CC(C)C1=NCCC2=CC=CC=C12)=C)=O